1-phenyl-3-(1-phenyl-1H-indazol-5-yl)-1,3,5-triazin-2,4,6-trione C1(=CC=CC=C1)N1C(N(C(NC1=O)=O)C=1C=C2C=NN(C2=CC1)C1=CC=CC=C1)=O